N-(pyrrolo[1,2-b]pyridazin-2-yl)tetrahydro-3aH-[1,3]dioxolano[4,5-c]pyrrole-4-carboxamide N=1N2C(C=CC1NC(=O)C1C3C(CN1)OCO3)=CC=C2